C(CCC)(=O)OC=1C(C(OC1C)C)=O 2,5-DIMETHYL-3-OXO-(2H)-FUR-4-YL BUTYRATE